[(2R,3S)-2-ethynyl-3-(4-methylbenzoyl)oxy-5-pent-4-enoxy-tetrahydrofuran-2-yl]methyl 4-methylbenzoate CC1=CC=C(C(=O)OC[C@]2(OC(C[C@@H]2OC(C2=CC=C(C=C2)C)=O)OCCCC=C)C#C)C=C1